C1=CC=CC=2C3=CC=CC=C3NC12 CARBAZOL